CC(C=O)N(C(CCC(N(CCOCCOCCC(=O)O)C1CCNCC1)=O)=O)C 2,3-dimethyl-1,4,7-trioxo-8-(piperidin-4-yl)-11,14-dioxa-3,8-diazaheptadecan-17-oic Acid